(S)-4-(4-boronobenzoyl)-1-(3-((4-((2-(2-cyano-4,4-difluoropyrrolidin-1-yl)-2-oxoethyl)carbamoyl)quinolin-6-yl)oxy)propyl)-1-methylpiperazin-1-ium 4-methylbenzenesulfonate CC1=CC=C(C=C1)S(=O)(=O)[O-].B(O)(O)C1=CC=C(C(=O)N2CC[N+](CC2)(C)CCCOC=2C=C3C(=CC=NC3=CC2)C(NCC(=O)N2[C@@H](CC(C2)(F)F)C#N)=O)C=C1